((2R)-4-(3-(4-cyclopropyl-6-methyl-2-(1-(trifluoromethyl)cyclopropyl)pyrimidin-5-yl)-4-fluoro-2-methylbenzyl)-2-methylpiperazin-1-yl)methanone C1(CC1)C1=NC(=NC(=C1C=1C(=C(CN2C[C@H](N(CC2)C=O)C)C=CC1F)C)C)C1(CC1)C(F)(F)F